N-[trans-3-(3-Chloro-4-cyanophenoxy)-2,2,4,4-tetramethylcyclobutyl]-1-(2-hydroxyethyl)-1H-pyrazole-4-carboxamide ClC=1C=C(O[C@@H]2C([C@H](C2(C)C)NC(=O)C=2C=NN(C2)CCO)(C)C)C=CC1C#N